CC=1C2=C3C=CC1C(C1=CC=C4CCN(C(C5=CC=C(CCCCCN3N=N2)C=C5)=O)CC4=C1)CC(=O)OCC=1OC(OC1C)=O (5-Methyl-2-oxo-2H-1,3-dioxol-4-yl)methyl [32-methyl-20-oxo-8,9,10,21-tetraazahexacyclo[19.5.3.216,19.13,7.06,10.024,28]dotriaconta-1(26),3(32),4,6,8,16,18,24,27,30-decaen-2-yl]acetate